C(C(C)C)(=O)OC=1C(=NC=CC1OC)C(N[C@H](C(=O)NC(=C(C1=CC=CC=C1)C1=CC=CC=C1)C)C)=O (S)-2-((1-((1,1-bis(phenyl)prop-1-en-2-yl)amino)-1-oxopropan-2-yl)carbamoyl)-4-methoxypyridin-3-yl isobutyrate